7-bromo-4-(2,2,2-trifluoroethyl)-3,4-dihydrothieno[2,3-f][1,4]thiazepin-5(2H)-one 1,1-dioxide BrC1=CC2=C(C(N(CCS2(=O)=O)CC(F)(F)F)=O)S1